C(C(C)C)C1=CC=CC=2N(C=NC21)C(=O)[O-] 4-isobutyl-1H-benzo[d]imidazole-1-carboxylate